1-(((2-((2-methoxy-4-(1-methyl-1H-pyrazol-4-yl)phenyl)amino)pyrido[3,4-d]pyrimidin-8-yl)amino)methyl)cyclobutanol COC1=C(C=CC(=C1)C=1C=NN(C1)C)NC=1N=CC2=C(N1)C(=NC=C2)NCC2(CCC2)O